bis[di-t-butyl-(4-dimethylaminophenyl)phosphino]palladium (II) dichloride C(C)(C)(C)P(C1=CC=C(C=C1)N(C)C)(C(C)(C)C)[Pd-2](P(C(C)(C)C)(C(C)(C)C)C1=CC=C(C=C1)N(C)C)(Cl)Cl